(R)-2-(2-Amino-ethyl)-5-(5'-chloro-2'-fluorobiphenyl-4-yl)-2-hydroxymethyl-4-[(3H-[1,2,3]triazole-4-carbonyl)amino]pentanoic Acid NCC[C@@](C(=O)O)(CC(CC1=CC=C(C=C1)C1=C(C=CC(=C1)Cl)F)NC(=O)C=1NN=NC1)CO